6-[4-amino-2-(1,3-dioxolan-2-yl)phenyl]-5-{3-fluoro-4-[(4-methylpyrimidin-2-yl)oxy]phenyl}-7-methyl-5H-pyrrolo[3,2-d]pyrimidin-4-amine NC1=CC(=C(C=C1)C1=C(C=2N=CN=C(C2N1C1=CC(=C(C=C1)OC1=NC=CC(=N1)C)F)N)C)C1OCCO1